3-iodoprop-2-enoic acid IC=CC(=O)O